N-(2,3-dihydro-4H-benzo[b][1,4]oxazin-4-yl)-4-morpholino-N-nonyl-8-(2,3,5-trifluorophenyl)quinoline-3-carboxamide O1C2=C(N(CC1)N(C(=O)C=1C=NC3=C(C=CC=C3C1N1CCOCC1)C1=C(C(=CC(=C1)F)F)F)CCCCCCCCC)C=CC=C2